isopropyl propylpalmitate C(CC)C(C(=O)OC(C)C)CCCCCCCCCCCCCC